N-[[5-[(2-butyl-4-oxo-1,3-diazaspiro[4.4]non-1-en-3-yl)methyl]-2-[(4-chloro-5-methyl-isoxazol-3-yl)sulfamoyl]phenyl]methyl]-N,1-dimethyl-cyclopropanecarboxamide C(CCC)C1=NC2(C(N1CC=1C=CC(=C(C1)CN(C(=O)C1(CC1)C)C)S(NC1=NOC(=C1Cl)C)(=O)=O)=O)CCCC2